COC([C@@H](N)CCC(N(C)C)=O)=O.ClC1=NC(=CC(=C1)Cl)C(C)(F)F 2,4-dichloro-6-(1,1-difluoroethyl)pyridine Methyl-N5,N5-dimethyl-L-glutaminate